C(C1=CC=CC=C1)N1C(N(C2=C(CC1)C=NC(=N2)NC=2C(=NN(C2)C)Cl)C=2C=C(C=CC2)NC(OC(C)(C)C)=O)=O tert-butyl (3-(7-benzyl-2-((3-chloro-1-methyl-1H-pyrazol-4-yl)amino)-8-oxo-5,6,7,8-tetrahydro-9H-pyrimido[4,5-d][1,3]diazepin-9-yl)phenyl)carbamate